C(C)(C)(C)[Si](OC=1C=C(C=CC1O[Si](C)(C)C(C)(C)C)CCC(=O)O)(C)C 3,4-di[tert-butyl-dimethyl-siloxy]benzenepropionic acid